C(C=C)(=O)N1[C@@H](CN(C[C@@H]1C)C=1C2=C(N(C(N1)=O)C=1C(=NC=CC1C)C(C)C)N=C(C(=C2)F)C2=C(C=CC=C2O)F)C (M)-4-(4-Acryloyl-cis-3,5-dimethylpiperazin-1-yl)-6-fluoro-7-(2-fluoro-6-hydroxyphenyl)-1-(2-isopropyl-4-methylpyridin-3-yl)pyrido[2,3-d]pyrimidin-2(1H)-one